1-(S)-chloro-2-phenylethyl borate B(O[C@H](CC1=CC=CC=C1)Cl)([O-])[O-]